ClC=1C(=C(C=CC1)NC1=C(NC2=C1C(NCC2)=O)C2=CC=NC1=C2N=C(N=C1)OC)OC(F)(F)F 3-[[3-chloro-2-(trifluoromethoxy)phenyl]amino]-2-[2-methoxypyrido[3,2-d]pyrimidin-8-yl]-1H,5H,6H,7H-pyrrolo[3,2-c]pyridin-4-one